NC1=CC(=C(C=C1)C(C(=O)N)C1=C(C=CC(=C1)Cl)O)Cl (4-Amino-2-chlorophenyl)-2-(5-chloro-2-hydroxyphenyl)acetamide